BrC1=CC2=C(C(=NS2(=O)=O)N(\N=C\C2=CC3=C(NC(N3CC)=O)C=C2)C)C=C1 5-[(E)-[(6-bromo-1,1-dioxo-1,2-benzothiazol-3-yl)-methyl-hydrazono]methyl]-3-ethyl-1H-benzimidazol-2-one